(E)-N-(2-(2-aminoethoxy)ethyl)-3-(4-ethoxyphenyl)acrylamide NCCOCCNC(\C=C\C1=CC=C(C=C1)OCC)=O